ClC=1C(=C(OC2=CC=C(C=C2)C2=NN(C3=C2C=NC=C3)[C@H]3CN(CCC3)C(C=C)=O)C=CC1)F (R)-1-(3-(3-(4-(3-chloro-2-fluorophenoxy)phenyl)-1H-pyrazolo[4,3-c]pyridin-1-yl)piperidin-1-yl)prop-2-en-1-one